C(C1=CC=CC=C1)OCC1CC(C1)(C1=NN=CN1C)C=1C=NC=C(C1)Br 3-(3-((benzyloxy)methyl)-1-(4-methyl-4H-1,2,4-triazol-3-yl)cyclobutyl)-5-bromopyridine